O=S1(CCC(CC1)NC1=C2C=C(N(C2=CC=C1)CC(F)(F)F)C=1C=C(C=CC1)NC(OC)=O)=O methyl N-(3-{4-[(1,1-dioxo-1λ6-thian-4-yl)amino]-1-(2,2,2-trifluoroethyl)-1H-indol-2-yl}phenyl)carbamate